C(C)N1N=CC(=C1)CN1C(N(C(=C1C)C)C1=NC(=C(C(=C1)C(F)(F)F)F)N1C[C@H](OCC1)C)=O 1-[(1-ethyl-1H-pyrazol-4-yl)methyl]-3-{5-fluoro-6-[(2R)-2-methylmorpholin-4-yl]-4-(trifluoromethyl)pyridin-2-yl}-4,5-dimethyl-1,3-dihydro-2H-imidazol-2-one